(3,3-difluoroazetidin-1-yl)(4-(4,4,5,5-tetramethyl-1,3,2-dioxaborolan-2-yl)-3,6-dihydropyridin-1(2H)-yl)methanone FC1(CN(C1)C(=O)N1CCC(=CC1)B1OC(C(O1)(C)C)(C)C)F